CS(=O)(C)=NC1=CC=C(C=C1)NC1=NC=CC(=N1)C1=CNC2=CC=CC=C12 N-[4-[[dimethyl(oxo)-λ6-sulfanylidene]amino]phenyl]-4-(1H-indol-3-yl)pyrimidin-2-amine